9-(6-((2,2-dimethoxyethyl)(methyl)amino)pyridin-3-yl)-6,7-dimethoxynaphtho[2,3]furan COC(CN(C1=CC=C(C=N1)C1=C2C=C(C(=CC2=CC=2C=COC21)OC)OC)C)OC